Cl.C1(CC1)C(=O)C1=CNC2=NC=C(N=C21)NC2CCNCC2 cyclopropyl-(2-(piperidin-4-ylamino)-5H-pyrrolo[2,3-b]pyrazin-7-yl)methanone hydrochloride